C1=CC=CC=2C3=CC=CC=C3C(C12)COC(=O)N[C@@H](CC(=O)O)C(=O)N([C@H](C(N[C@H](C(N1CCCCC1)=O)C)=O)CC1=CC=CC=C1)C (S)-3-((((9H-fluoren-9-yl)methoxy)carbonyl)amino)-4-(methyl((S)-1-oxo-1-(((S)-1-oxo-1-(piperidin-1-yl)propan-2-yl)amino)-3-phenylpropan-2-yl)amino)-4-oxobutanoic acid